tert-butyl 4-[4-(cyclopropanecarbonylamino)-2-pyrrolidin-1-ylbenzoyl]-3-(3-fluorophenyl)piperazine-1-carboxylate C1(CC1)C(=O)NC1=CC(=C(C(=O)N2C(CN(CC2)C(=O)OC(C)(C)C)C2=CC(=CC=C2)F)C=C1)N1CCCC1